6-(6-cyclopropyl-3-ethylsulfonyl-2-pyridyl)-1-(2,2,3,3,3-pentafluoropropyl)-1,7-naphthyridin-2-one C1(CC1)C1=CC=C(C(=N1)C=1C=C2C=CC(N(C2=CN1)CC(C(F)(F)F)(F)F)=O)S(=O)(=O)CC